[Pd](Cl)Cl.C(C)(C)(C)P(C(C)(C)C)[C-]1C=CC=C1.[CH-]1C=CC=C1.[Fe+2] di-tert-butylphosphinoferrocene palladium dichloride